(E)-6-bromohexyl-3-butyltridec-2-enoate BrCCCCCCOC(\C=C(\CCCCCCCCCC)/CCCC)=O